N1CC(C1)N1N=CC(=C1)C=1C=NC2=CC=C(C(=C2N1)Cl)OC=1C=CC2=C(N(C(=N2)C)COCC[Si](C)(C)C)C1 2-[[6-[3-[1-(azetidin-3-yl)pyrazol-4-yl]-5-chloro-quinoxalin-6-yl]oxy-2-methyl-benzimidazol-1-yl]methoxy]ethyl-trimethyl-silane